FC1(CN(CC[C@H]1NC1=NN2C(C(=N1)OC)=C(C=C2)C=2C=C(C1=C(N(C(=N1)C)CCF)C2)F)S(=O)(=O)C)F (R)-N-(3,3-difluoro-1-(methylsulfonyl)piperidin-4-yl)-5-(4-fluoro-1-(2-fluoroethyl)-2-methyl-1H-benzo[d]imidazol-6-yl)-4-methoxypyrrolo[2,1-f][1,2,4]triazin-2-amine